N[C@H](COC1=CC=C2C(=CC=NC2=C1)OC1=C(C=C(C=C1F)NC(=O)C=1C=NC=CC1C1CC1)F)C (S)-N-(4-((7-(2-aminopropoxy)quinolin-4-yl)oxy)-3,5-difluorophenyl)-4-cyclopropylpyridine-3-carboxamide